2-((2-(2-Fluoro-5-((6-fluoro-4-(methylsulfonyl)-1H-indol-5-yl)oxy)phenyl)-1H-imidazol-4-yl)(phenyl)methoxy)ethan-1-ol FC1=C(C=C(C=C1)OC=1C(=C2C=CNC2=CC1F)S(=O)(=O)C)C=1NC=C(N1)C(OCCO)C1=CC=CC=C1